3-(((E)-(9-benzyl-1-methyl-β-carbolin-3-yl)methylene)hydrazino)indol-2-one C(C1=CC=CC=C1)N1C2=CC=CC=C2C=2C=C(N=C(C12)C)\C=N\NC=1C(N=C2C=CC=CC12)=O